Tert-butyl 4-((6-fluoro-5-formylpyridin-2-yl)thio)piperidine-1-carboxylate FC1=C(C=CC(=N1)SC1CCN(CC1)C(=O)OC(C)(C)C)C=O